C(C)OC=1C=C(C=O)C=CC1OC 3-ethoxy-4-methoxybenzaldehyde